Undec-9-ene CCCCCCCCC=CC